(2-(p-tolyl)-1H-imidazol-4-yl)(3,4,5-trimethoxyphenyl)methanone C1(=CC=C(C=C1)C=1NC=C(N1)C(=O)C1=CC(=C(C(=C1)OC)OC)OC)C